O[C@@H]1[C@H]([C@H](CC1)N1C(C(=CC2=C1N=C(N=C2)NC2C(CN(CC2([2H])[2H])S(=O)(=O)C)([2H])[2H])C([2H])([2H])[2H])=O)C (+)-8-((1S,2S,3S)-3-hydroxy-2-methylcyclopentyl)-6-(methyl-d3)-2-((1-(methylsulfonyl)piperidin-4-yl-3,3,5,5-d4)-amino)pyrido[2,3-d]pyrimidin-7(8H)-one